C1(CC1)NC(NC=1SC(=CN1)C#CC=1C=C(C(=O)NC2=NC=CC(=C2)C(F)(F)F)C=CC1C)=O 3-((2-(3-cyclopropylureido)thiazol-5-yl)ethynyl)-4-methyl-N-(4-(trifluoromethyl)pyridin-2-yl)benzamide